6-Phenylnaphthalen-2-ol C1(=CC=CC=C1)C=1C=C2C=CC(=CC2=CC1)O